2-(4-((2-methoxy-1-naphthamido)methyl)phenyl)-9,10-dihydro-4H-benzo[d]pyrazolo[1,5-a][1,3]diazepine-3-carboxamide COC1=C(C2=CC=CC=C2C=C1)C(=O)NCC1=CC=C(C=C1)C1=NN2C(NC3=C(CC2)C=CC=C3)=C1C(=O)N